(2-chloro-4-((3-(3-fluoro-4-methoxyphenyl)imidazo[1,2-a]pyrazin-8-yl)amino)phenyl)(4-(2-(dimethylamino)ethyl)-4-hydroxypiperidin-1-yl)methanone ClC1=C(C=CC(=C1)NC=1C=2N(C=CN1)C(=CN2)C2=CC(=C(C=C2)OC)F)C(=O)N2CCC(CC2)(O)CCN(C)C